N-[1-(2H-1,3-benzodioxol-5-yl)propan-2-yl]-N-methylmethylsulfanyl-formamide O1COC2=C1C=CC(=C2)CC(C)N(C(=O)SC)C